6-[[(2S,3S,4S,5S)-3-(3,4-Difluoro-2-methoxy-phenyl)-4,5-dimethyl-5-(trifluoromethyl)tetrahydrofuran-2-carbonyl]amino]pyrazin-2-carboxamid FC=1C(=C(C=CC1F)[C@H]1[C@H](O[C@@]([C@H]1C)(C(F)(F)F)C)C(=O)NC1=CN=CC(=N1)C(=O)N)OC